[(2R,3R,4S,5R)-3-benzoyloxy-5-[6-(cyclopentylamino)-2-(trifluoromethyl)purin-9-yl]-4-fluoro-tetrahydrofuran-2-yl]methyl benzoate C(C1=CC=CC=C1)(=O)OC[C@H]1O[C@H]([C@H]([C@@H]1OC(C1=CC=CC=C1)=O)F)N1C2=NC(=NC(=C2N=C1)NC1CCCC1)C(F)(F)F